FC1(CC1)C(=O)N1CC2(C1)C[C@@H](CC2)N2CCC(CC2)C2=C(C=CC=C2)OCCO (R)-(1-fluorocyclopropyl)(6-(4-(2-(2-hydroxyethoxy)phenyl)piperidin-1-yl)-2-azaspiro[3.4]octan-2-yl)methanone